ClC=1C=C(C=CC1Cl)NC=1C2=C(N=CN1)C=CC(=N2)N2CC(C2)NC N-(3,4-dichlorophenyl)-6-[3-(methylamino)azetidin-1-yl]pyrido[3,2-d]pyrimidin-4-amine